3-(naphthalen-2-ylmethyl)-4,5-dihydroisoxazole-5-carboxamide C1=C(C=CC2=CC=CC=C12)CC1=NOC(C1)C(=O)N